(2-fluorophenyl)-1H-pyrazole FC1=C(C=CC=C1)N1N=CC=C1